5-bromo-3-isopropyl-1-tosyl-1H-pyrrolo[2,3-b]pyridine BrC=1C=C2C(=NC1)N(C=C2C(C)C)S(=O)(=O)C2=CC=C(C)C=C2